FC1=C(OC2=CC=3N(C=C2C=2C=4C(C(N(C2)C)=O)=CN(N4)C)C(=CN3)S(=O)(=O)CC)C=CC(=C1)F 7-(7-(2,4-difluorophenoxy)-3-(ethanesulfonyl)imidazo[1,2-a]pyridin-6-yl)-2,5-dimethyl-2,5-dihydro-4H-pyrazolo[4,3-c]pyridin-4-one